FC=1C(=C(O\C(\C(=O)OC)=C/OC)C=C(C1)N1N=C(C=C1)C(C)C)C methyl (Z)-2-[3-fluoro-5-(3-isopropylpyrazol-1-yl)-2-methyl-phenoxy]-3-methoxy-prop-2-enoate